(3-aminopropyl)trimeth-oxysilane NCCC[Si](OC)(OC)OC